1-(2-hydroxy-2-methylpropyl)-3-(4-methanesulfonylphenyl)-6-{4-[1-(propan-2-yl)piperidin-4-yl]phenyl}-1,2-dihydro-quinolin-2-one OC(CN1C(C(=CC2=CC(=CC=C12)C1=CC=C(C=C1)C1CCN(CC1)C(C)C)C1=CC=C(C=C1)S(=O)(=O)C)=O)(C)C